N-(4,6-dimethoxy-2-(4-methoxypiperidin-1-yl)pyrimidin-5-yl)-3,3-dimethylbutanamide COC1=NC(=NC(=C1NC(CC(C)(C)C)=O)OC)N1CCC(CC1)OC